BrC1=CC2=C(C(CO2)=C)C=C1F 6-Bromo-5-fluoro-3-methylidene-2,3-dihydrobenzofuran